ClC=1C(=CC(=C(C(=O)NC2=CC(=CC=C2)C(NO)=O)C1)OC1=C(C=C(C=C1)F)C)C(F)(F)F 5-chloro-2-(4-fluoro-2-Methylphenoxy)-N-(3-(N-hydroxycarbamoyl)phenyl)-4-(trifluoromethyl)benzamide